(4S)-4-Benzyl-3-(3-(1-hydroxyethyl)-5-methylphenyl)oxaolidin-2-one C(C1=CC=CC=C1)[C@H]1C(C(OC1)=O)C1=CC(=CC(=C1)C)C(C)O